C(C)(C)(C)[Si](OCC#C)(C)C tert-butyldimethyl-prop-2-ynoxy-silane